C(C)N(CCN)CC diethyl-aminoethyl-amine